C(C)O[SiH](O[SiH](O[Si](O[Si](O[Si](O[SiH](C)C)(C)C)(C)C)(C)C)C)OCC 1-diethoxysiloxy-1,3,3,5,5,7,7,9,9-nonamethylpentasiloxane